N1N=C(C=C1)NNCC=1C(=NC(=CC1I)F)F (E)-3-((2-(1H-pyrazol-3-yl)hydrazino)methyl)-2,6-difluoro-4-iodopyridine